yttrium-magnesium-nickel [Ni].[Mg].[Y]